OCC1=CC=C(C=N1)N1C[C@H](CCC1)N(CC1=CC(=NC=C1)C)CC1=CN(C2=CC=CC=C2C1=O)C 3-({[(3S)-1-[6-(hydroxymethyl)pyridin-3-yl]piperidin-3-yl][(2-methylpyridin-4-yl)methyl]amino}methyl)-1-methyl-1,4-dihydroquinolin-4-one